6-(5-(1-((1R,2R,3R,5R)-6,6-difluoro-2-methoxy-8-azabicyclo[3.2.1]octan-3-yl)vinyl)pyrazin-2-yl)isoquinolin-7-ol FC1([C@H]2C[C@@H]([C@H]([C@@H](C1)N2)OC)C(=C)C=2N=CC(=NC2)C=2C=C1C=CN=CC1=CC2O)F